C(C1=CC=CC=C1)(=O)NC(C(O)C(=O)[O-])C1=CC=CC=C1 (2'R,3'S)-N-benzoyl-3-phenylisoserinate